ClC1=NC=C(C(=N1)NC1=CC=C(C=C1)C(F)(F)F)Cl 2,5-dichloro-N-(4-(trifluoromethyl)phenyl)pyrimidin-4-amine